ethyl 2-(2-aminoethyl)-1-oxo-1,2,3,4-tetrahydropyrrolo[1,2-a]pyrazine-7-carboxylate NCCN1C(C=2N(CC1)C=C(C2)C(=O)OCC)=O